CC1N(CCOC1)C=1N=C(C2=C(N1)C(N(C2)C(C)C)=O)NC2=CC=C(C=C2)C(C)C 2-(3-methylmorpholin-4-yl)-6-(propan-2-yl)-4-{[4-(propan-2-yl)phenyl]amino}-5,6-dihydro-7H-pyrrolo[3,4-d]pyrimidin-7-one